C(C)OC(C1C(N(CCC1=O)C)=O)=O 2,4-diketo-1-methyl-nipecotic acid ethyl ester